((2R,3S,4R,5R)-5-(4-aminopyrrolo[2,1-f][1,2,4]triazin-7-yl)-5-cyano-3,4-dihydroxytetrahydrofuran-2-yl)methyl ((R)-2-(4-cyano-1H-imidazol-1-yl)-3-(octadecyloxy)propyl) hydrogen phosphate P(=O)(OC[C@H]1O[C@@]([C@@H]([C@@H]1O)O)(C#N)C1=CC=C2C(=NC=NN21)N)(OC[C@@H](COCCCCCCCCCCCCCCCCCC)N2C=NC(=C2)C#N)O